2-Ethyl-3,5,6-trimethyl-4-isopropoxy-phenol C(C)C1=C(C(=C(C(=C1C)OC(C)C)C)C)O